FC1(OC(C(O1)C(=O)O)C(=O)O)F 2,2-difluoro-1,3-dioxolane-4,5-dicarboxylic acid